bis(2-(2-mercaptopropoxy)-5-methylphenyl)methane SC(COC1=C(C=C(C=C1)C)CC1=C(C=CC(=C1)C)OCC(C)S)C